methyl-1-((3-methylpyridin-4-yl)methyl)-1H-pyrrole CC=1N(C=CC1)CC1=C(C=NC=C1)C